2-(3-isocyanatopropyl)-2,5-bis(isocyanatomethyl)-bicyclo[2.2.1]heptane N(=C=O)CCCC1(C2CC(C(C1)C2)CN=C=O)CN=C=O